5-Nitro-4-phenyl-1H-imidazole [N+](=O)([O-])C1=C(N=CN1)C1=CC=CC=C1